4-[(2R)-3-(3,4-dihydro-1H-isoquinolin-2-yl)-2-hydroxy-propyl]-8-[[1-(2-hydroxy-2-methyl-propyl)-4-piperidinyl]oxy]-2,3-dihydro-1,4-benzoxazepin-5-one C1N(CCC2=CC=CC=C12)C[C@H](CN1CCOC2=C(C1=O)C=CC(=C2)OC2CCN(CC2)CC(C)(C)O)O